ClC1=C(NC(=C1Cl)C)C(=O)NC1=C(C=C(C=C1)C(=O)OC)N1CCN(CC1)C(=O)OC(C)(C)C tert-butyl 4-(2-(3,4-dichloro-5-methyl-1H-pyrrole-2-carboxamido)-5-(methoxycarbonyl)phenyl)piperazine-1-carboxylate